C(C)(C)(C)OC(=O)N1C=CC2=C(C(=CC(=C12)C)OC)CN1[C@@H](CC2(CC(C2)(F)F)CC1)C1=CC=C(C=C1)C(=O)OC (S)-4-((2,2-difluoro-6-(4-(methoxycarbonyl)phenyl)-7-azaspiro[3.5]non-7-yl)methyl)-5-methoxy-7-methyl-1H-indole-1-carboxylic acid tert-butyl ester